N-[(6-Amino-2-pyridyl)sulfonyl]-6-[6-[ethyl(methyl)amino]-5-methyl-3-pyridyl]-2-[(4S)-2,2,4-trimethylpyrrolidin-1-yl]pyridin-3-carboxamid NC1=CC=CC(=N1)S(=O)(=O)NC(=O)C=1C(=NC(=CC1)C=1C=NC(=C(C1)C)N(C)CC)N1C(C[C@@H](C1)C)(C)C